C(C)N1C2=CC=CC=C2C=2C=C(C=CC12)C(=O)NC1=CC=C(C=C1)S(=O)(=O)CC 9-ethyl-N-(4-(ethylsulfonyl)phenyl)-9H-carbazole-3-formamide